[Li].C(#N)C=1C=CC(=C(C1)C1=CN=C(O1)C(=O)O)C1CC1 5-(5-Cyano-2-cyclopropylphenyl)oxazole-2-carboxylic acid lithium